(S)-2-(2-(3-fluoropyrrolidin-1-yl)-4-phenylpyridin-3-yl)-4,5,6,7-tetrahydro-3H-imidazo[4,5-c]pyridine 2,2,2-trifluoroacetic Acid Salt FC(C(=O)O)(F)F.F[C@@H]1CN(CC1)C1=NC=CC(=C1C1=NC2=C(CNCC2)N1)C1=CC=CC=C1